4-[2-[(tert-butyldimethylsilyl)oxy]ethoxy]-2-methylaniline [Si](C)(C)(C(C)(C)C)OCCOC1=CC(=C(N)C=C1)C